2-(2-(2-(2-aminoethoxy)ethoxy)ethyl)-N1-(5-nitrothiazol-2-yl)terephthalamide tert-butyl-(trans-4-hydroxymethylcyclohexylmethyl)-carbamate C(C)(C)(C)N(C(O)=O)C[C@@H]1CC[C@H](CC1)CO.NCCOCCOCCC1=C(C(=O)NC=2SC(=CN2)[N+](=O)[O-])C=CC(=C1)C(=O)N